(3S,4R)-3-fluoro-1-[4-({8-[(2R,3S)-3-(methanesulfonylmeth-yl)-2-methylazetidin-1-yl]-5-(propan-2-yl)isoquinolin-3-yl}amino)pyrimidin-2-yl]-4-methylpiperidin-4-ol F[C@H]1CN(CC[C@]1(O)C)C1=NC=CC(=N1)NC=1N=CC2=C(C=CC(=C2C1)C(C)C)N1[C@@H]([C@H](C1)CS(=O)(=O)C)C